S1C=C(C=C1)C(=O)NC=1[Se]C(=CN1)C(=O)NC1=CC=C(C=C1)F 2-(thiophene-3-carboxamido)-N-(4-fluorophenyl)-1,3-selenazole-5-carboxamide